(1R,2S,5S)-N-(4-amino-1-cyclobutyl-3,4-dioxobutan-2-yl)-3-((S)-2-(3-tert-butylureido)-3,3-dimethylbutanoyl)-6,6-dimethyl-3-azabicyclo[3.1.0]hexane-2-carboxamide NC(C(C(CC1CCC1)NC(=O)[C@@H]1[C@H]2C([C@H]2CN1C([C@H](C(C)(C)C)NC(=O)NC(C)(C)C)=O)(C)C)=O)=O